C1(=CC=CC=C1)N1N=C(CC=C1)C(=O)O 1-phenyl-1,4-dihydropyridazine-3-carboxylic acid